tert-butyl (2R,6S)-4-[4-carbamoyl-3-[(8-fluoro-2-methyl-imidazo[1,2-a]pyridin-6-yl)amino]-1-tetrahydropyran-2-yl-indazol-6-yl]-2,6-dimethyl-piperazine-1-carboxylate C(N)(=O)C1=C2C(=NN(C2=CC(=C1)N1C[C@H](N([C@H](C1)C)C(=O)OC(C)(C)C)C)C1OCCCC1)NC=1C=C(C=2N(C1)C=C(N2)C)F